CO[Si](C)(C)N[Si](OC)(C)C bis(methoxydimethylsilyl)amine